4-Bromo-1-methyl-1H-indole-6-carboxylic acid BrC1=C2C=CN(C2=CC(=C1)C(=O)O)C